C(C)OC(CCC(=O)C1=NC(=CC(=C1O)Br)C1=C(C=CC(=C1)C(F)(F)F)Cl)=O 4-[4-bromo-6-(2-chloro-5-trifluoromethyl-phenyl)-3-hydroxy-pyridin-2-yl]-4-oxo-butyric acid ethyl ester